5-[(3-benzyl-4-oxo-2-thioxo-1,3-thiazolidin-5-ylidene)methyl]-2-furyl (benzoate) C(C1=CC=CC=C1)(=O)OC=1OC(=CC1)C=C1C(N(C(S1)=S)CC1=CC=CC=C1)=O